hexahydroxytriphenylbenzene OC=1C(C(C(C(C1)(C1=CC=CC=C1)O)(C1=CC=CC=C1)O)(C1=CC=CC=C1)O)(O)O